Tert-butyl [trans-4-(hydroxymethyl)-4-methoxycyclohexyl]carbamate OCC1(CCC(CC1)NC(OC(C)(C)C)=O)OC